BrC=1C=CC(=C(C1)S(=O)(=O)NC1=CC(=CC(=C1)S(=O)(=O)CCN(CC)CC)Cl)OC 5-Bromo-N-(3-chloro-5-((2-(diethylamino)ethyl)sulfonyl)phenyl)-2-methoxybenzenesulfonamide